O=C1N(C(C2=CC=CC=C12)=O)C/C=C/CN([C@H]1CCCC=2C=CC=NC12)C[C@@H]1N(CC2=CC=CC=C2C1)C(=O)OC(C)(C)C Tert-butyl (R)-3-((((E)-4-(1,3-dioxoisoindolin-2-yl)but-2-en-1-yl)((S)-5,6,7,8-tetrahydroquinolin-8-yl)amino)methyl)-3,4-dihydroisoquinoline-2(1H)-carboxylate